P(=O)(OC[C@H]1O[C@H]([C@@H]([C@@H]1O)OC)N1C=2N=C(NC(C2N=C1)=O)N)(OCCCC)[O-].[Co+2].NC=1NC(C=2N=CN(C2N1)[C@H]1[C@@H]([C@@H]([C@H](O1)COP(=O)(OCCCC)[O-])O)OC)=O cobalt ((2R,3R,4R,5R)-5-(2-amino-1,9-dihydro-6H-purin-6-one-9-yl)-4-methoxy-3-hydroxytetrahydrofuran-2-yl)-methyl butyl phosphate